4-(4-bromo-1H-pyrrol-2-yl)-4-oxobutyric acid methyl ester COC(CCC(=O)C=1NC=C(C1)Br)=O